iodo-copper I[Cu]